FC=1C=C2C(=NC(=NC2=CC1C1=CC=CC2=CC=C(C(=C12)Cl)F)OCC12CCCN2CCC1)N1[C@H](CN(CC1)C(C=C)=O)C (S)-1-(4-(6-fluoro-7-(8-chloro-7-fluoronaphthalen-1-yl)-2-((tetrahydro-1H-pyrrolizin-7a(5H)-yl)methoxy)quinazolin-4-yl)-3-methylpiperazin-1-yl)prop-2-en-1-one